CC1(OC2=C(C=C1)C=C(C=C2)/C=C/C(=O)NC2=CC=C(C=C2)OC)C (E)-3-(2,2-dimethyl-2H-benzopyran-6-yl)-N-(p-methoxyphenyl)acrylamide